6'-acetyl-4-(3-chloroanilino)-2'-[(2R)-2-methyl-3-{[(5R)-5-methyl-5,6,7,8-tetrahydroquinolin-4-yl]oxy}propyl]-2',3'-dihydrospiro[cyclohexane-1,1'-indene]-4-carboxylic acid C(C)(=O)C1=CC=C2CC(C3(C2=C1)CCC(CC3)(C(=O)O)NC3=CC(=CC=C3)Cl)C[C@H](COC3=CC=NC=1CCC[C@H](C31)C)C